hexahydro-4,7-Methylene-2H-isoindole-1,3-dione hydrochloride Cl.C1C2C3C(NC(C3C1CC2)=O)=O